(1R,2S,5S)-N-{(1S)-1-cyano-2-[(3S)-2-oxopyrrolidin-3-yl]ethyl}-3-{N-[(4-fluorophenoxy)acetyl]-3-methyl-L-valyl}-6,6-dimethyl-3-azabicyclo[3.1.0]hexan-2-carboxamide C(#N)[C@H](C[C@H]1C(NCC1)=O)NC(=O)[C@@H]1[C@H]2C([C@H]2CN1C([C@@H](NC(COC1=CC=C(C=C1)F)=O)C(C)(C)C)=O)(C)C